5-methyl-3-(2-methyl-5-nitrophenyl)-1H-1,2,4-triazole CC1=NC(=NN1)C1=C(C=CC(=C1)[N+](=O)[O-])C